4-methyl-2-(4-(2,2,2-trifluoroethyl)-1,4-diazepan-1-yl)-5-(trifluoromethyl)nicotinic acid CC1=C(C=NC(=C1C(=O)O)N1CCN(CCC1)CC(F)(F)F)C(F)(F)F